BrCCCN(CC1=CC=CC=C1)CC1=CC=CC=C1 (3-bromopropyl)dibenzylamine